NC1=C(C=C2C(=N1)C=C(N2)C(=O)N([C@H](C)C2=NC=CC=N2)CC2=NC=C(C=C2)Br)C (R)-5-amino-N-((5-bromopyridin-2-yl)methyl)-6-methyl-N-(1-(pyrimidin-2-yl)ethyl)-1H-pyrrolo[3,2-b]pyridine-2-carboxamide